OC1=C(C=CC=C1)C1=CC2=C(N=N1)NC1=C2[C@H](N(CC1)C1=NC=C(C=N1)N1CCN(CC1)C1CC2(C1)CCC(CC2)C(=O)O)C (R)-2-(4-(2-(3-(2-hydroxyphenyl)-5-methyl-7,8-dihydro-5H-pyrido[3',4':4,5]pyrrolo[2,3-c]pyridazin-6(9H)-yl)pyrimidin-5-yl)piperazin-1-yl)spiro[3.5]nonane-7-carboxylic acid